morpholine-2-carbohydrazide N1CC(OCC1)C(=O)NN